4-(7-(2-amino-7-fluorobenzo[d]thiazol-4-yl)-6-chloro-8-fluoro-2-(((2S,4R)-4-fluoro-1-methylpyrrolidin-2-yl)methoxy)quinazolin-4-yl)-1,4-diazepan-2-one NC=1SC2=C(N1)C(=CC=C2F)C2=C(C=C1C(=NC(=NC1=C2F)OC[C@H]2N(C[C@@H](C2)F)C)N2CC(NCCC2)=O)Cl